Cl.C(C)N=C=NCCCN(C)C 3-(Ethyliminomethyleneamino)-N,N-dimethyl-propan-1-amine hydrochloride